FC(=C(CC1OCCO1)C1=CC=CC=C1)F 2-(3,3-difluoro-2-phenylallyl)-1,3-dioxolane